C(#N)C1=CC=C(C=C1)C1=NN(C(C1C1=CC=CC=C1)C)\C(\[N+]1=CC=C(C=C1)N(C)C)=N/S(=O)(=O)C1=CC=C(C=C1)C(F)(F)F (Z)-1-((3-(4-cyanophenyl)-5-methyl-4-phenyl-4,5-dihydro-1H-pyrazol-1-yl)((4-(trifluoromethyl)phenyl)sulfonyl)iminomethyl)-4-(dimethylamino)pyridin-1-ium